methyl 1H-pyrrolo[3,2-c]pyridine-7-carboxylate N1C=CC=2C=NC=C(C21)C(=O)OC